7-chloro-3,4-dihydro-1,8-naphthyridine-1(2H)-carboxylic acid tert-butyl ester C(C)(C)(C)OC(=O)N1CCCC2=CC=C(N=C12)Cl